1,1,18,18-tetramethyl-1,18-disilaoctadecane C[SiH](CCCCCCCCCCCCCCCC[SiH](C)C)C